3-(3-(2-Chloroethyl)ureido)piperidine-1-carboxylic acid tert-butyl ester C(C)(C)(C)OC(=O)N1CC(CCC1)NC(=O)NCCCl